FC1=C(CS2C(C(C(C2CNC)=O)C=2N=NC(=CC2)OC)=O)C(=CC=C1)F 1-(2,6-difluorobenzyl)-3-(6-methoxypyridazin-3-yl)-5-((methylamino)methyl)-2,4-dioxo-1,2,3,4-tetrahydrothiophen